3-(3-{3-[4-(2-bromo-5-fluorophenoxy)piperidin-1-yl]-1,2,4-oxadiazol-5-yl}-1H-pyrazol-1-yl)propanoic acid BrC1=C(OC2CCN(CC2)C2=NOC(=N2)C2=NN(C=C2)CCC(=O)O)C=C(C=C1)F